C(\C=C\C(=O)O)(=O)SCCNC(CCNC([C@@H](C(COP(OP(OC[C@@H]1[C@H]([C@H]([C@@H](O1)N1C=NC=2C(N)=NC=NC12)O)OP(=O)(O)O)(=O)O)(=O)O)(C)C)O)=O)=O Fumaryl-CoA